dioleyl-trimethylammonium C(CCCCCCC\C=C/CCCCCCCC)C([NH+](C)C)CCCCCCCC\C=C/CCCCCCCC